ClC=1C=C(C=C(C1)C1=CC=CC=C1)C1COCCN1C(C=C)=O 1-(3-(5-chloro-[1,1'-biphenyl]-3-yl)morpholino)prop-2-en-1-one